2-methylene-4-phenyl-1,3-dioxane C=C1OCCC(O1)C1=CC=CC=C1